5-(5-methylpyrazin-2-yl)phenol CC=1N=CC(=NC1)C=1C=CC=C(C1)O